N[C@H]1[C@H](CCCC1)NCC(=O)O ((1S,2R)-2-aminocyclohexyl)glycine